N[C@@H](CC=1OC=CN1)C1=NN=C(N1C=1SC(=C(C1C(=O)O)C)C)C 2-[3-[(1S)-1-amino-2-oxazol-2-yl-ethyl]-5-methyl-1,2,4-triazol-4-yl]-4,5-dimethyl-thiophene-3-carboxylic acid